C(C=C)(=O)OCCC[Si](OC)(OC)OC (3-acryloxypropyl)trimethoxy-silane